2,3-dihydroxynaphthacene OC1=CC2=CC3=CC4=CC=CC=C4C=C3C=C2C=C1O